OC(C(=O)O)C(C)(C)O 2,3-DIHYDROXYISOVALERIC ACID